ClC1=CC=C(C=C1)C=1C(=CC=CC1)C(=O)N1CN(CC1)CC=1C=C2CN(C(C2=CC1)=O)C1C(NC(CC1)=O)=O 3-(5-((3-(4'-chloro-[1,1'-biphenyl]-2-carbonyl)imidazolidin-1-yl)methyl)-1-oxoisoindolin-2-yl)piperidine-2,6-dione